(S)-3,3'-bis(9-anthracenyl)-1,1'-binaphthol phosphate P(=O)(O)(O)OC=1C(=C2C=CC=CC2=CC1C=1C2=CC=CC=C2C=C2C=CC=CC12)C1=CC(=CC2=CC=CC=C12)C=1C2=CC=CC=C2C=C2C=CC=CC12